N1=CC=C(C=C1)C=1C(=NN(C1)CC(C)O)C1=CC=C(C=C1)OCC1=NC2=CC=CC=C2C=C1 1-{4-pyridin-4-yl-3-[4-(quinolin-2-ylmethoxy)-phenyl]-pyrazol-1-yl}-propan-2-ol